C1(CC1)C(=O)C1=NC=NN1 cyclopropyl(1H-1,2,4-triazol-5-yl)methanone